C1(CCCCC1)C(=O)O cyclohexane-1-Formic acid